3-(7-(2-(Cycloheptylamino)-2-oxoethoxy)naphthalen-2-yl)-3-(4-isopropoxyphenyl)propanoic acid C1(CCCCCC1)NC(COC1=CC=C2C=CC(=CC2=C1)C(CC(=O)O)C1=CC=C(C=C1)OC(C)C)=O